tert-butyl 3-[4-[7-(2-methoxy-3-pyridyl)-4-(trifluoromethylsulfonyloxy)thieno[3,2-c]pyridin-6-yl]pyrazol-1-yl]azetidine-1-carboxylate COC1=NC=CC=C1C=1C2=C(C(=NC1C=1C=NN(C1)C1CN(C1)C(=O)OC(C)(C)C)OS(=O)(=O)C(F)(F)F)C=CS2